(2R)-N-((S or R)-(5-chloro-6-(trifluoromethyl)pyridin-2-yl)(trans-3-(trifluoromethyl)-cyclobutyl)methyl)-2-methyl-3-oxopiperazine-1-carboxamide ClC=1C=CC(=NC1C(F)(F)F)[C@@H](NC(=O)N1[C@@H](C(NCC1)=O)C)[C@@H]1C[C@H](C1)C(F)(F)F |o1:11|